C(C(C)C)(=O)OCCOP(=O)(F)F 2-((difluorophosphoryl)oxy)ethyl isobutyrate